2-([1,4]Dioxan-2-ylmethoxy)-9-(oxazol-2-ylmethoxy)-6,7-dihydro-pyrimido[6,1-a]isoquinolin-4-one O1C(COCC1)COC1=NC(N2C(C3=CC=C(C=C3CC2)OCC=2OC=CN2)=C1)=O